3-((dimethylamino)methyl)-4-(3-methoxyphenyl)-1-(phenethylsulfonyl)piperidin-4-ol hydrochloride Cl.CN(C)CC1CN(CCC1(O)C1=CC(=CC=C1)OC)S(=O)(=O)CCC1=CC=CC=C1